(3R)-8-cyclopropyl-4-[2-(2-fluorophenyl)sulfonyl-2-azaspiro[3.3]heptan-6-yl]-3-methyl-2,3-dihydropyrido[3,2-f][1,4]oxazepine C1(CC1)C=1C=CC=2CN([C@@H](COC2N1)C)C1CC2(CN(C2)S(=O)(=O)C2=C(C=CC=C2)F)C1